N-(4-[2-(2-amino-4,7-dihydro-4-oxo-3H-pyrrolo[2,3-d]pyrimidine-5-yl)ethyl]benzoyl)-L-glutamic acid NC=1NC(C2=C(N1)NC=C2CCC2=CC=C(C(=O)N[C@@H](CCC(=O)O)C(=O)O)C=C2)=O